C1(=CC=CC=C1)C1=NC(=NC(=C1)C1=CC=CC=C1)C=1C(=C(C=C(C1N1C2=CC=CC=C2C=2C=CC=CC12)C1=NC(=CC(=N1)C1=CC=CC=C1)C1=CC=CC=C1)N1C2=CC=CC=C2C=2C=CC=CC12)N1C2=CC=C(C=C2C=2C=CC(=CC12)C1=NC(=CC=C1)C1=CC=CC=C1)C1=CC=CC=C1 9,9'-(3,5-bis(4,6-diphenylpyrimidin-2-yl)-2-(6-phenyl-2-(6-phenylpyridin-2-yl)-9H-carbazol-9-yl)-1,4-phenylene)bis(9H-carbazole)